rac-N-{(3S,4R)-7-methyl-6-oxo-4-[({(1s,4S)-4-[(1Z)-prop-1-en-1-yl]cyclohexyl}oxy)methyl]-1,3,4,6-tetrahydro-2H-quinolizin-3-yl}cyclopropanesulfonamide CC=1C(N2[C@H]([C@H](CCC2=CC1)NS(=O)(=O)C1CC1)COC1CCC(CC1)\C=C/C)=O |r|